FC1=C(CN(S(=O)(=O)CC)C2=CC=CC=C2)C=CC(=C1)C=1OC(=NN1)C(F)(F)F N-(2-fluoro-4-(5-(trifluoromethyl)-1,3,4-oxadiazol-2-yl)benzyl)-N-phenylethanesulfonamide